C1(CC1)C=1C=C(C=2N(C1)C=C(N2)CNC(OC(C)(C)C)=O)N2C(NC(C2)=O)=O tert-butyl ((6-cyclopropyl-8-(2,4-dioxoimidazolidin-1-yl)imidazo[1,2-a]pyridin-2-yl)methyl)carbamate